C(C)N(CC)CCOC(CCCCC(=O)OCCN(CC)CC)=O bis-(N,N-diethylaminoethyl)-adipate